6-ethoxy-2-methylpyrido[3,4-d]pyrimidin-4-amine C(C)OC1=CC2=C(N=C(N=C2N)C)C=N1